2-[(6-bromoimidazo[4,5-b]pyridin-3-yl)methoxy]ethyl-trimethyl-silane BrC=1C=C2C(=NC1)N(C=N2)COCC[Si](C)(C)C